ethyl-3-(3,5-di-tert-butyl-4-hydroxyphenyl)propionat C(C)OC(CCC1=CC(=C(C(=C1)C(C)(C)C)O)C(C)(C)C)=O